3-(6-chloro-5-(3'-fluoro-2'-hydroxy-6'-methyl-[1,1'-biphenyl]-4-yl)-1H-indazol-3-yl)-propanoic acid ClC1=C(C=C2C(=NNC2=C1)CCC(=O)O)C1=CC=C(C=C1)C1=C(C(=CC=C1C)F)O